1-selenocyanatooctane [Se](C#N)CCCCCCCC